C(#C)C1=CC(N(C=2N=C(N=CC21)NC2=CC=C(C=C2)N2CCN(CC2)C)C2CCC(CC2)NC(=O)CC(=O)O)=O 2-{[(1s,4s)-4-(5-Ethynyl-2-{[4-(4-methylpiperazin-1-yl)phenyl]amino}-7-oxopyrido[2,3-d]pyrimidin-8-yl)cyclohexyl]carbamoyl}acetic acid